C(=O)C1CCC(CC1)N1N=C2C=CC(=CC2=C1)NC(=O)C1=NC(=CN=C1)C(F)(F)F 2-N-(2-((1r,4r)-4-formylcyclohexyl)-2H-indazol-5-yl)-6-(trifluoromethyl)pyrazine-2-carboxamide